(S)-3-(1H-indol-3-yl)-2-methoxypropionic acid N1C=C(C2=CC=CC=C12)C[C@@H](C(=O)O)OC